FC(S(=O)(=O)[O-])(F)F.C(C)[N+](C)(CC)CC triethylmethyl-ammonium trifluoromethanesulfonate